C1(CC1)C1=NC=C(C(=N1)OC[C@@H]1CN(CC1)C1CCC(CC1)(F)F)C#N (S)-2-cyclopropyl-4-((1-(4,4-difluorocyclohexyl)pyrrolidin-3-yl)methoxy)pyrimidine-5-carbonitrile